FC(N1N=C(C=C1)C1CCC(CC1)NC(OC(C)(C)C)=O)F tert-butyl (4-(1-(difluoromethyl)-1H-pyrazol-3-yl)cyclohexyl)carbamate